Dipropyl-isobutylamine C(CC)N(CC(C)C)CCC